azooctene N(=NCCCCCCC=C)CCCCCCC=C